Methylhepta-fluoropropansulfonat COS(=O)(=O)C(C(C(F)(F)F)(F)F)(F)F